C[C@H]1N(CC[C@H](C1)NC1CCOCC1)C(=O)OC(C)(C)C (2R,4R)-tert-butyl 2-methyl-4-((tetrahydro-2H-pyran-4-yl)amino)piperidine-1-carboxylate